OC(CC1=NC=CC(=C1)C1=C2C(=NC=C1)C=C(O2)C2=CC=C(C=C2)S(=O)(C)=N)(C)C (4-(7-(2-(2-hydroxy-2-methylpropyl)pyridin-4-yl)furo[3,2-b]pyridin-2-yl)phenyl)(imino)(methyl)-λ6-sulfanone